diazinethione N=1NC(C=CC1)=S